[Ca].COCOC methylal calcium